C(C)OC(CCC(=O)C1=NC(=CC=C1O)C1=C(C=CC=C1)F)=O 4-[6-(2-fluoro-phenyl)-3-hydroxy-pyridin-2-yl]-4-oxo-butyric acid ethyl ester